(3-(3-fluoro-6-(trifluoromethyl)pyridin-2-yl)-1-((1r,4r)-4-morpholinylcyclohexyl)-1H-pyrazol-4-yl)-2-(1H-pyrazol-4-yl)oxazole-4-carboxamide FC=1C(=NC(=CC1)C(F)(F)F)C1=NN(C=C1C1=C(N=C(O1)C=1C=NNC1)C(=O)N)C1CCC(CC1)N1CCOCC1